benzyl 3-(4-((6-fluorobenzo[d]thiazol-5-yl) amino) thieno[2,3-b]pyridin-2-yl)-2-methylpyrrolidine-1-carboxylate FC1=CC2=C(N=CS2)C=C1NC1=C2C(=NC=C1)SC(=C2)C2C(N(CC2)C(=O)OCC2=CC=CC=C2)C